C(C)OC(CCC(=O)C1=NC(=CC(=C1O)C#N)C1=C(C=CC=C1C)F)=O 4-[4-cyano-6-(2-fluoro-6-methyl-phenyl)-3-hydroxy-pyridin-2-yl]-4-oxo-butyric acid ethyl ester